C(C)(C)OC(=O)C=1N=C(SC1)N1N=C(C(=C1)B1OC(C(O1)(C)C)(C)C)C1=CC(=CC=C1)OC(C)C 2-(3-(3-Isopropoxyphenyl)-4-(4,4,5,5-tetramethyl-1,3,2-dioxaborolan-2-yl)-1H-pyrazol-1-yl)thiazole-4-carboxylic acid isopropyl ester